1-(2-(3-methoxybenzoyl)-2-azaspiro[3.3]heptan-6-yl)-3-(4-methoxybenzyl)urea COC=1C=C(C(=O)N2CC3(C2)CC(C3)NC(=O)NCC3=CC=C(C=C3)OC)C=CC1